COC(=O)C1=C(C=NC=C1)NC[C@H]1CCC2=CC(=CC=C12)N(C1=CC=C(C=C1)C)C 3-({[(1S)-5-[methyl-(4-methylphenyl)amino]-2,3-dihydro-1H-inden-1-yl]methyl}amino)pyridine-4-carboxylic acid methyl ester